(4-(2-(2,6-dimethylpyridin-4-yl)-3-isopropyl-1H-indol-5-yl)piperidin-1-yl)(1,3,5-trimethyl-1H-pyrazol-4-yl)methanone CC1=NC(=CC(=C1)C=1NC2=CC=C(C=C2C1C(C)C)C1CCN(CC1)C(=O)C=1C(=NN(C1C)C)C)C